2-(3,3-Dimethylbutyl)-2-azaspiro[3.5]nonan-7-amine CC(CCN1CC2(C1)CCC(CC2)N)(C)C